C(C)(=O)NC1=NC(N([C@H]2C[C@H](O)[C@@H](COOC(C3=CCC(C=C3)(OC)OC)(C3=CC=CC=C3)C3=CC=CC=C3)O2)C=C1)=O N4-acetyl-5'-O-(4,4-dimethoxytrityloxy)-2'-deoxycytidine